C1(CC1)C=1C=C(C(=O)OC)C=C(C1OC)S(NC1=C(C=C(C(=C1)C1=C(C=CC(=C1)F)CO)F)F)(=O)=O Methyl 3-cyclopropyl-5-[[2,4-difluoro-5-[5-fluoro-2-(hydroxymethyl)phenyl]phenyl]sulfamoyl]-4-methoxy-benzoate